trioctyl 2-((3-(dimethylamino)propanoyl)oxy)propane-1,2,3-tricarboxylate CN(CCC(=O)OC(CC(=O)OCCCCCCCC)(CC(=O)OCCCCCCCC)C(=O)OCCCCCCCC)C